benzyl (5-(hydroxymethyl)-2,3-dihydrobenzofuran-3-yl)carbamate OCC=1C=CC2=C(C(CO2)NC(OCC2=CC=CC=C2)=O)C1